tert-Butyl (6-fluoronaphthalen-2-yl)carbamate FC=1C=C2C=CC(=CC2=CC1)NC(OC(C)(C)C)=O